(S)-5-amino-1-((4-(cyclopropylethynyl)-2-oxo-4-(trifluoromethyl)-1,2,3,4-tetrahydroquinazolin-7-yl)methyl)-6-oxo-1,6-dihydropyrimidine-4-carbonitrile NC1=C(N=CN(C1=O)CC1=CC=C2[C@](NC(NC2=C1)=O)(C(F)(F)F)C#CC1CC1)C#N